C=CC n-propene